FC1(CCN(CC1)C1=C(C=C(C=N1)C1=CC(=NN1)C(=O)O)F)F 5-[6-(4,4-difluoropiperidin-1-yl)-5-fluoropyridin-3-yl]-1H-pyrazole-3-carboxylic acid